neopentyl (methyl((3'-methyl-6-(((((S)-1-(neopentyloxy)-1-oxopropan-2-yl)amino)(methyl)phosphoryl)oxy)-4-pentyl-[1,1'-biphenyl]-2-yl)oxy)phosphoryl)-L-alaninate CP(=O)(OC1=C(C(=CC(=C1)CCCCC)OP(=O)(C)N[C@H](C(=O)OCC(C)(C)C)C)C1=CC(=CC=C1)C)N[C@@H](C)C(=O)OCC(C)(C)C